5-(N-(2-aminoethyl)sulfamoyl)-N-(4b-hydroxy-7-isopropyl-4-nitro-10-oxo-4b,10-dihydro-9bH-indeno[1,2-b]Benzofuran-9b-yl)-3,4-dimethyl-1H-pyrrole-2-carboxamide NCCNS(=O)(=O)C1=C(C(=C(N1)C(=O)NC12C(OC3=C1C=CC(=C3)C(C)C)(C3=C(C=CC=C3C2=O)[N+](=O)[O-])O)C)C